methyl 3-((2-chloro-3-((diethyl(oxo)-λ6-sulfanylidene)amino)phenyl)thio)propanoate ClC1=C(C=CC=C1N=S(=O)(CC)CC)SCCC(=O)OC